N[C@H](C)C=1C=C(C=C2C(C(=C(OC12)C=1C(=NC=CC1)F)C)=O)C 8-[(1R)-1-Aminoethyl]-2-(2-fluoro-3-pyridyl)-3,6-dimethyl-chromen-4-one